OC1(CNCCO1)C(=O)C1=CC=C(C=C1)SC 2-hydroxy-4'-(methylthio)-2-morpholinophenone